COC(=O)[C@@H]1CCCC=2N1C(N(N2)CC2=C(C(=NC=C2)C(F)(F)F)F)=O Methyl-(5S)-2-{[3-fluoro-2-(trifluoromethyl)pyridin-4-yl]methyl}-3-oxo-2,3,5,6,7,8-hexahydro[1,2,4]triazolo[4,3-a]pyridine-5-carboxylate